4-({2-chloro-3-[2-(trifluoromethyl)morpholine-4-carbonyl]phenyl}amino)-3-cyclopropyl-N-[imidazolidin-2-ylidene]benzamide ClC1=C(C=CC=C1C(=O)N1CC(OCC1)C(F)(F)F)NC1=C(C=C(C(=O)N=C2NCCN2)C=C1)C1CC1